trans-formamide C(=O)N